ClC1=C(C=CC=C1)NC (2-chlorophenyl)-methylamine